COC(=O)C=1N=CN(C(C1F)=O)CC1=CC=C(C=C1)OC 5-fluoro-1-(4-methoxybenzyl)-6-oxo-1,6-dihydropyrimidine-4-carboxylic acid methyl ester